CNC\C=C/CCCCCCCCCCCCCCC (Z)-N-methyloctadec-2-en-1-amine